N5-methyl-N5-phenethyl-L-glutaminate CN(C(CC[C@H](N)C(=O)[O-])=O)CCC1=CC=CC=C1